2'-O-methoxyethyl-5-methyl-cytidine COCCO[C@H]1[C@@H](O[C@@H]([C@H]1O)CO)N1C(=O)N=C(N)C(=C1)C